tert-butyl 4-[5-(2,6-dibenzyl oxy-3-pyridyl)-2-pyridyl]-6-hydroxy-1,4-diazepane-1-carboxylate C(C1=CC=CC=C1)OC1=NC(=CC=C1C=1C=CC(=NC1)N1CCN(CC(C1)O)C(=O)OC(C)(C)C)OCC1=CC=CC=C1